(R)-N-(5-Cyclopropyl-2-fluorobenzylidene)-2-methylpropane-2-sulfinamide C1(CC1)C=1C=CC(=C(C=N[S@](=O)C(C)(C)C)C1)F